BrC1CCOC2=CC=C(C=C12)Br 4,6-Dibromochromane